Cl.N1(CCNCC1)C1=CC2=C(NC(N2)=O)C=C1 5-(piperazin-1-yl)-1H-benzo[d]Imidazol-2(3H)-one hydrochloride